N-(2-methyl-5-vinyl-phenyl)-5-(trifluoromethyl)pyridin-3-amine CC1=C(C=C(C=C1)C=C)NC=1C=NC=C(C1)C(F)(F)F